4-(1H-benzo[d]imidazol-1-yl)-N-(2-methoxy-4-(4-methylpiperazin-1-yl)phenyl)-7H-pyrrolo[2,3-d]pyrimidin-2-amine N1(C=NC2=C1C=CC=C2)C=2C1=C(N=C(N2)NC2=C(C=C(C=C2)N2CCN(CC2)C)OC)NC=C1